(+-)-(1R,3R,5S,6R)-5-hydroxybicyclo[4.1.0]heptane-3-carboxylic acid isopropyl ester C(C)(C)OC(=O)[C@@H]1C[C@H]2C[C@H]2[C@H](C1)O |r|